C(\C=C/C(=O)O)(=O)O.FC1=C(CN2CC(C2)C(=O)O)C=CC(=C1)C1=NOC(=N1)C1=CC=C(C=C1)CC(C)C 1-{2-fluoro-4-[5-(4-isobutylphenyl)-1,2,4-oxadiazol-3-yl]-benzyl}-3-azetidinecarboxylic acid maleate